methyl (S,E)-(1-((1-((5-fluoro-7-(3,3,3-trifluoropropyl)-1H-indol-2-yl)methyl)-2-oxo-1,2-dihydropyridin-3-yl)amino)-1,7-dioxo-7-(pyrrolidin-1-yl)hept-5-en-2-yl)carbamate FC=1C=C2C=C(NC2=C(C1)CCC(F)(F)F)CN1C(C(=CC=C1)NC([C@H](CC\C=C\C(N1CCCC1)=O)NC(OC)=O)=O)=O